ClCSC=1SC(=NN1)C 2-((chloromethyl)thio)-5-methyl-1,3,4-thiadiazole